S1C(SC=C1)=S [1,3]dithiol-2-thione